3-Methyl-6-(4-methylpiperazin-1-yl)-N-[(1R)-1-(1-naphthyl)ethyl]pyridine-2-carboxamide hydrochloride Cl.CC=1C(=NC(=CC1)N1CCN(CC1)C)C(=O)N[C@H](C)C1=CC=CC2=CC=CC=C12